FC=1C=NC=CC1C1=NC2=CN=CC=C2C(=C1)N1CCCCC1 2-(3-Fluoropyridin-4-yl)-4-(piperidin-1-yl)-1,7-naphthyridine